(2R)-3-amino-N-((1R)-2-hydroxy-2-methyl-1-(4-((2-methylpentyl)oxy)phenyl)propyl)-2-phenylpropanamide NC[C@H](C(=O)N[C@@H](C(C)(C)O)C1=CC=C(C=C1)OCC(CCC)C)C1=CC=CC=C1